1-(2-((1S,4aS,4bR,6aR,8R,11aS,11bR,13aS)-8-ethyl-8-hydroxy-13a-methyloctadecahydro-1H-cyclohepta[a]phenanthren-1-yl)-2-oxoethyl)-1H-pyrazole-4-carbonitrile C(C)[C@@]1(C[C@@H]2[C@@H]([C@H]3CC[C@@]4([C@H](CCC[C@H]4[C@@H]3CC2)C(CN2N=CC(=C2)C#N)=O)C)CCC1)O